N-[3-[1-(4,5-dimethyl-1H-imidazol-2-yl)imidazo[1,5-a]pyridin-6-yl]-2,4-difluorophenyl]-5-fluoro-2-methoxypyridine-3-sulfonamide CC=1N=C(NC1C)C=1N=CN2C1C=CC(=C2)C=2C(=C(C=CC2F)NS(=O)(=O)C=2C(=NC=C(C2)F)OC)F